tert-Butyl 4-(4-(5-(2,4-dioxotetrahydropyrimidin-1(2H)-yl)-3-methyl-1H-indol-1-yl)piperidine-1-carbonyl)-4-fluoropiperidine-1-carboxylate O=C1N(CCC(N1)=O)C=1C=C2C(=CN(C2=CC1)C1CCN(CC1)C(=O)C1(CCN(CC1)C(=O)OC(C)(C)C)F)C